3-[(1R)-1-[2-(cyclopropoxymethyl)-4-pyridyl]-2,2-difluoro-ethoxy]-5-(2,4-ditert-butoxypyrimidin-5-yl)-1-methyl-pyrazolo[3,4-c]pyridazine C1(CC1)OCC1=NC=CC(=C1)[C@H](C(F)F)OC1=NN(C2=NN=C(C=C21)C=2C(=NC(=NC2)OC(C)(C)C)OC(C)(C)C)C